3-(2-chloro-4-(fluoromethyl)thiophen-3-yl)-7-(2-methoxy-4-(1-methylpiperidin-4-yl)phenylamino)-1-methyl-3,4-dihydropyrimido[4,5-d]pyrimidin-2(1H)-one ClC=1SC=C(C1N1C(N(C2=NC(=NC=C2C1)NC1=C(C=C(C=C1)C1CCN(CC1)C)OC)C)=O)CF